(3R)-4-amino-N-((1R,2R)-2-cyanocyclopentyl)-3-methyl-N-((5-(trifluoromethyl)-2-pyridinyl)methyl)-1,3-dihydrofuro[3,4-c]quinoline-8-carboxamide NC1=NC=2C=CC(=CC2C2=C1[C@H](OC2)C)C(=O)N(CC2=NC=C(C=C2)C(F)(F)F)[C@H]2[C@@H](CCC2)C#N